(R)-N-((R)-1-(2-((4-methoxybenzyl)oxy)-3,7-dimethyl-4-oxo-4H-pyrido[1,2-a]pyrimidin-9-yl)ethyl)-2-methylpropane-2-sulfinamide COC1=CC=C(COC=2N=C3N(C(C2C)=O)C=C(C=C3[C@@H](C)N[S@](=O)C(C)(C)C)C)C=C1